BrC1=NN2C(N(C3=C(C2=O)C2(OCC3)CCNCC2)CC(=O)NC2=C(C=C(C=C2)C(F)(F)F)Cl)=N1 2-(2'-bromo-9'-oxo-5',9'-dihydrospiro[piperidine-4,8'-pyrano[4,3-d][1,2,4]triazolo[1,5-a]pyrimidin]-4'(6'H)-yl)-N-(2-chloro-4-(trifluoromethyl)phenyl)-acetamide